C(#N)C1=CC=2N(N=C1)C(=CC2)C(=O)NC2=CC1=CN(N=C1C1=C2OCO1)C1CCC(CC1)N1CCNCC1 3-cyano-N-(2-((1R,4R)-4-(piperazin-1-yl)cyclohexyl)-2H-[1,3]dioxolo[4,5-g]indazol-5-yl)pyrrolo[1,2-b]pyridazine-7-carboxamide